FC(CN(C1=NC2=C(C=3C=CC(=CC13)F)N(N=N2)C)C2=CC(=NC=C2)C#CC2(CC2)C)F N-(2,2-difluoroethyl)-7-fluoro-1-methyl-N-(2-((1-methylcyclopropyl)ethynyl)pyridin-4-yl)-1H-[1,2,3]triazolo[4,5-c]isoquinolin-5-amine